(1-methyl-d3-2-nitro-1H-imidazol-5-yl)methane-d2-ol C(N1C(=NC=C1C(O)([2H])[2H])[N+](=O)[O-])([2H])([2H])[2H]